(S)-4-((1-(tert-Butoxycarbonyl)piperidin-3-yl)amino)-2-(butylamino)pyrimidine-5-carboxylic acid ethyl ester C(C)OC(=O)C=1C(=NC(=NC1)NCCCC)N[C@@H]1CN(CCC1)C(=O)OC(C)(C)C